OC[C@@H](C1=CC=CC=C1)N1C(NNC1=O)=O (R)-4-(2-hydroxy-1-phenylethyl)-1,2,4-triazolidine-3,5-dione